C(C1=CC=CC=C1)N1C(C(CC2=CC(=CC=C12)NC(NC(C)(C)C)=O)C(=O)OC)=O methyl 1-benzyl-6-[(tert-butylcarbamoyl)amino]-2-oxo-3,4-dihydroquinoline-3-carboxylate